CC1=NC2=CC3=C(C=C2C(=N1)O)N(CCO3)C3COCC3 2-methyl-6-(tetrahydrofuran-3-yl)-7,8-dihydro-6H-[1,4]oxazino[3,2-g]quinazolin-4-ol